CC1=NOC(=C1C(=O)NC=1C=C2C(=NC1)NC(=C2)C2=CC=CC=C2)C 3,5-dimethyl-N-(2-phenyl-1H-pyrrolo[2,3-b]pyridin-5-yl)isoxazole-4-carboxamide